2-[[6-[[3-chloro-5-cyano-6-[(3S,4S,5R)-4-fluoro-3,5-dimethyl-1-piperidyl]-2-pyridyl]amino]-2-oxo-1H-quinolin-3-yl]oxy]-N-methyl-acetamide ClC=1C(=NC(=C(C1)C#N)N1C[C@@H](C([C@@H](C1)C)F)C)NC=1C=C2C=C(C(NC2=CC1)=O)OCC(=O)NC